C(#N)C1=CC=C(CNC2=NC=C(C=N2)C(=O)NN)C=C1 2-((4-cyanobenzyl)amino)pyrimidine-5-carbohydrazide